CN1C=C(C2=CC=CC=C12)SC#N 1-Methyl-3-thiocyano-1H-indole